(R,R)-N-(2',6'-dimethyl-benzylsulfonyl)-1,2-diphenylethylenediamine CC1=C(CS(=O)(=O)N[C@@H]([C@H](N)C2=CC=CC=C2)C2=CC=CC=C2)C(=CC=C1)C